BrC=1C(=NC(=NC1N1N=CC=C1)SC)N 5-bromo-2-(methylthio)-6-(1H-pyrazol-1-yl)pyrimidin-4-amine